Butyl(2-ethylhexyl)phosphonic acid C(CCC)OP(O)(=O)CC(CCCC)CC